CC1=CC(=NC(=C1C(F)(F)F)C)OC1CCC2(CN(C2)C(=O)C2CC(C2)(C)O)CC1 (7-((4,6-Dimethyl-5-(trifluoromethyl)pyridin-2-yl)oxy)-2-azaspiro[3.5]nonan-2-yl)((1s,3s)-3-hydroxy-3-methylcyclobutyl)methanon